5-(6-isopropyl-2-(6-((tetrahydro-2H-pyran-4-yl)methyl)-2,6-diazaspiro[3.3]hept-2-yl)-4H-pyrrolo[3,2-d]thiazol-5-yl)-1,3,4-trimethylpyridin-2(1H)-one C(C)(C)C1=C(NC2=C1N=C(S2)N2CC1(C2)CN(C1)CC1CCOCC1)C=1C(=C(C(N(C1)C)=O)C)C